FC1=CC(=CC2=C1N=C(O2)C)C=2C(=NC=C(N2)N(C2CCNCC2)C)C(=O)N (4-fluoro-2-methylbenzo[d]oxazol-6-yl)-5-(methyl(piperidin-4-yl)amino)pyrazine-2-carboxamide